2-(3-cyanophenyl)-N-(3-(diethylamino)propyl)benzo[d]imidazo[2,1-b]thiazole-7-carboxamide C(#N)C=1C=C(C=CC1)C=1N=C2SC3=C(N2C1)C=CC(=C3)C(=O)NCCCN(CC)CC